C(C)OC(=C)C1=C(C(=NC=C1)C1COC1)F 4-(1-ethoxyvinyl)-3-fluoro-2-(oxetan-3-yl)pyridine